FC(C(C)(C)O)(F)C=1C(=C(C=CC1)[C@@H](C)NC1=NC(=NC2=CC3=C(C=C12)C(C(N3C)=O)(C)CC)C)F 4-(((R)-1-(3-(1,1-difluoro-2-hydroxy-2-methylpropyl)-2-fluorophenyl)ethyl)amino)-6-ethyl-2,6,8-trimethyl-6,8-dihydro-7H-pyrrolo[3,2-g]quinazolin-7-one